2-amino-3-(2,6-dichlorophenyl)propionic acid NC(C(=O)O)CC1=C(C=CC=C1Cl)Cl